Methyl 2-fluoro-3-methyl-4-(4,4,5,5-tetramethyl-1,3,2-dioxaborolan-2-yl)benzoate FC1=C(C(=O)OC)C=CC(=C1C)B1OC(C(O1)(C)C)(C)C